N=1C=CN2N=C(C=CC21)C=2C=CN1N=C(N=CC12)C1(CCC(CC1)N)N 1-(5-(imidazo[1,2-b]pyridazin-6-yl)pyrrolo[2,1-f][1,2,4]triazin-2-yl)cyclohexane-1,4-diamine